di-octyl carbonate C(OCCCCCCCC)(OCCCCCCCC)=O